2-((6-(4-(tert-butoxycarbonyl)piperazin-1-yl)-5-fluoropyridin-3-yl)oxy)-6-chloroisonicotinic acid C(C)(C)(C)OC(=O)N1CCN(CC1)C1=C(C=C(C=N1)OC=1C=C(C(=O)O)C=C(N1)Cl)F